tert-butyl 4-(3-((5-(5-(3,3-difluorocyclobutyl)-1,2,4-oxadiazol-3-yl)-3-fluoro-2-methylphenyl)carbamoyl)imidazo[1,2-a]pyridin-6-yl)piperazine-1-carboxylate FC1(CC(C1)C1=NC(=NO1)C=1C=C(C(=C(C1)NC(=O)C1=CN=C2N1C=C(C=C2)N2CCN(CC2)C(=O)OC(C)(C)C)C)F)F